{4-{2-{4-[(methylpyridin-2-ylmethylamino)-methyl]-1H-benzimidazol-2-yl}phenylsulfamoyl}phenoxy}acetic acid CN(CC1=NC=CC=C1)CC1=CC=CC=2NC(=NC21)C2=C(C=CC=C2)NS(=O)(=O)C2=CC=C(OCC(=O)O)C=C2